(R)-2-chloro-6-methoxy-N-(1-(2-methyl-3-(trifluoromethyl)phenyl)ethyl)quinazolin-4-amine ClC1=NC2=CC=C(C=C2C(=N1)N[C@H](C)C1=C(C(=CC=C1)C(F)(F)F)C)OC